3-((2,6-dioxopiperidin-3-yl)oxy)-5-methylphenyl sulfurofluoridate S(OC1=CC(=CC(=C1)C)OC1C(NC(CC1)=O)=O)(=O)(=O)F